OC1=C(C=C(C=C1)NC(C1=CC=C(C=C1)OCCC1=CC=C(C=C1)S(=O)(=O)C(F)(F)F)=O)S(=O)(=O)C N-(4-hydroxy-3-(methylsulfonyl)phenyl)-4-(4-((trifluoromethyl)sulfonyl)phenylethoxy)benzamide